FC1=CC=C(C(=O)N)C=C1 4-fluorobenzamide